5-cyclohexylsulfonylquinolin-8-ol C1(CCCCC1)S(=O)(=O)C1=C2C=CC=NC2=C(C=C1)O